C(C)(=O)C1=NN(C2=CC=C(C=C12)C=1C=NC(=NC1)N)CC(=O)N1[C@@H]2C[C@@H]2C[C@H]1C(=O)NC1=NC(=C(C=C1)F)Br (1R,3S,5R)-2-(2-(3-acetyl-5-(2-aminopyrimidin-5-yl)-1H-indazol-1-yl)acetyl)-N-(6-bromo-5-fluoropyridin-2-yl)-2-azabicyclo[3.1.0]hexane-3-carboxamide